Tert-butyl 4-(3-methyl-2-oxo-1-((2-(trimethylsilyl)ethoxy)methyl)-2,3-dihydro-1H-benzo[d]Imidazol-4-yl)piperazine-1-carboxylate CN1C(N(C2=C1C(=CC=C2)N2CCN(CC2)C(=O)OC(C)(C)C)COCC[Si](C)(C)C)=O